C(C(=C)C)(=O)N.N[C@H]([C@H](C)CC)C(=O)O D-isoleucine-methacrylamide